[5-(1-methyl-cyclopropyl)-2H-pyrimidin-4-yloxy]-indole-1-carboxylic acid CC1(CC1)C=1C(=NCNC1)OC=1N(C2=CC=CC=C2C1)C(=O)O